CC1=CC=C(C=C1)P(C2=CC=C(C=C2)C)C3=C(C4=CC=CC=C4C=C3)C5=C(C=CC6=CC=CC=C65)P(C7=CC=C(C=C7)C)C8=CC=C(C=C8)C (R)-(+)-2,2'-Bis(di-p-tolylphosphino)-1,1'-binaphthyl